5-chloro-N-(5-chloro-2-pyridinyl)-2-hydroxybenzoamide ClC=1C=CC(=C(C(=O)NC2=NC=C(C=C2)Cl)C1)O